BrC1=CC=2C(N(C=3N(C2C=C1)C(C=1C=CC=CC1N3)=O)C3=CC=CC=C3)=O 3-Bromo-6-phenyl-5H-Quinazolino[3,2-a]quinazoline-5,12(6H)-dion